4-(4-amino-7-bromo-2-{4-[(2-fluoroacrylamino)]phenyl}-1-methylpyrrolo[3,2-c]pyridin-3-yl)-2-chloro-N-(2,2,2-trifluoroethyl)benzamide NC1=NC=C(C2=C1C(=C(N2C)C2=CC=C(C=C2)NC(=O)C(=C)F)C2=CC(=C(C(=O)NCC(F)(F)F)C=C2)Cl)Br